FC1=C(C(=CC=C1)OC1=CC(=NC=C1)OC)CN1C[C@@H](N([C@@H](C1)C)C(C(C)C)=O)C(=O)NCC1=CC=C(C=C1)C1=NC=CC=N1 (2R,6R)-4-({2-fluoro-6-[(2-methoxypyridin-4-yl)oxy]phenyl}methyl)-6-methyl-1-(2-methylpropanoyl)-N-{[4-(pyrimidin-2-yl)phenyl]methyl}piperazine-2-carboxamide